tert-butyl (S)-3-(2-(4-(4-fluorophenyl)piperazin-1-yl)ethyl)-1-oxo-2,8-diazaspiro[4.5]decane-8-carboxylate FC1=CC=C(C=C1)N1CCN(CC1)CC[C@H]1NC(C2(C1)CCN(CC2)C(=O)OC(C)(C)C)=O